3-(5-bromo-3-methoxy-2-pyridyl)-6-[(3-fluoro-2,2,6,6-tetramethyl-4-piperidyl)oxy]pyridazine BrC=1C=C(C(=NC1)C=1N=NC(=CC1)OC1C(C(NC(C1)(C)C)(C)C)F)OC